(4-bromophenyl)(pyridin-3-yl)methanone BrC1=CC=C(C=C1)C(=O)C=1C=NC=CC1